(R)-1-benzyl-4-phenylhexahydropyrimidine C(C1=CC=CC=C1)N1CN[C@H](CC1)C1=CC=CC=C1